ClC=1C=CC2=C(N(CCCC2=O)S(=O)(=O)C2=CC=C(C)C=C2)C1 8-chloro-1-p-toluenesulfonyl-1,2,3,4-tetrahydro-5H-benzo[b]azepin-5-one